[N+](=O)([O-])C1=C(C=CC(=C1)[N+](=O)[O-])NC1=C(C=C(C=C1)C)O 2-((2,4-Dinitrophenyl)amino)-5-methylphenol